(±)-9-fluoro-2,3-dihydro-3-methyl-10-(4-methyl-1-piperazinyl)-7-oxo-7H-pyrido[1,2,3-de]-[1,4]benzoxazine-6-carboxylic acid FC=1C(=C2C=3N([C@@H](CO2)C)C=C(C(C3C1)=O)C(=O)O)N1CCN(CC1)C |r|